C(C)OC(CCNC(COCC1=CC=CC=C1)(C)C)=O N-[1-(benzyloxy)-2-methylpropan-2-yl]-beta-alanine ethyl ester